2-(4-(3-methoxy-3-(4-(trifluoromethyl)phenyl)propyl)-2,6-dimethylphenoxy)-2-methylpropanoic acid COC(CCC1=CC(=C(OC(C(=O)O)(C)C)C(=C1)C)C)C1=CC=C(C=C1)C(F)(F)F